CC=1C=C2C=3B(C=4C=C5C(=CC4OC3C1)C1=CC=C(C=C1C5(C)C)N(C5=CC=CC=C5)C5=CC=CC=C5)C5=CC1=C(C=C5O2)C=2C=CC(=CC2C1(C)C)N(C1=CC=CC=C1)C1=CC=CC=C1 8,16,16,19,19-pentamethyl-N2,N2,N14,N14-tetraphenyl-16H,19H-6,10-dioxa-17b-boraindeno[1,2-b]indeno[1',2':6,7]naphtho[1,2,3-fg]anthracene-2,14-diamine